4-hydroxytetrahydropyrimidin OC1NCNC=C1